N2-(bicyclo[2.2.1]hept-2-yl)-6-chloro-7-phenyl-3,4-dihydropyrrolo[1,2-a]pyrazine-2,8(1H)-dicarboxamide C12C(CC(CC1)C2)NC(=O)N2CC=1N(CC2)C(=C(C1C(=O)N)C1=CC=CC=C1)Cl